5-pentyl-2-(4-vinylbenzyl)-2H-tetrazole C(CCCC)C=1N=NN(N1)CC1=CC=C(C=C1)C=C